The molecule is a phosphatidylinositol 36:4(1-) obtained by deprotonation of the phosphate OH group of 1,2-dilinoleoyl-sn-glycero-3-phospho-1D-myo-inositol; major species at pH 7.3. It is a conjugate base of a 1,2-dilinoleoyl-sn-glycero-3-phospho-1D-myo-inositol. CCCCC/C=C\\C/C=C\\CCCCCCCC(=O)OC[C@H](COP(=O)([O-])OC1[C@@H]([C@H](C([C@H]([C@H]1O)O)O)O)O)OC(=O)CCCCCCC/C=C\\C/C=C\\CCCCC